[P@](OCOC(CN(C)C)COC1=C(C=CC=C1)CCC1=CC(=CC=C1)OC)(OC(C)C(C)(C)C)(=O)F ((1-(dimethylamino)-3-(2-(3-methoxyphenethyl) phenoxy) propan-2-yl)oxy)methyl (3,3-dimethylbutan-2-yl) (R)-phosphorofluoridate